CNCCC1=CC=C(C=C1)O N-methyl-tyramine